(3R)-1-(5-fluoropyrimidin-2-yl)pyrrolidin-3-amine FC=1C=NC(=NC1)N1C[C@@H](CC1)N